C(C1=CC=CC=C1)OC1=C(NC=CC1=O)C 3-(benzyloxy)-2-methylpyridin-4(1H)-one